5,12-dimethyl-1,5,8,12-tetraazabicyclo[6.6.2]hexadecane manganese (II) tetrafluoroborate F[B-](F)(F)F.[Mn+2].CN1CCCN2CCN(CCCN(CC1)CC2)C.F[B-](F)(F)F